CN1N=C(C=C1C)NC1=NC=C(C(=N1)C1=CNC2=C(C=CC=C12)N1C(C2=CC=CC(=C2C1)NS(=O)(=O)C)=O)C N-(2-(3-(2-((1,5-dimethyl-1H-pyrazol-3-yl)amino)-5-methylpyrimidin-4-yl)-1H-indol-7-yl)-1-oxoisoindolin-4-yl)methanesulfonamide